p-propyl-phenylpropylene C(CC)C1=CC=C(C=C1)C=CC